S1C(=NC2=C1C=CC=C2)N=C=S benzothiazolyl isothiocyanate